FC1=CC=C(CC2=CC3=C(NC2=O)CCN3C(=O)OC(C)(C)C)C=C1 Tert-butyl 6-(4-fluorobenzyl)-5-oxo-2,3,4,5-tetrahydro-1H-pyrrolo[3,2-b]pyridine-1-carboxylate